N[C@@H](CCC(=O)OC)C1=C(C(=CC(=C1)C)C=O)O METHYL (4S)-4-AMINO-4-(3-FORMYL-2-HYDROXY-5-METHYLPHENYL)BUTANOATE